[1-[2-[4-[[8-[3-(cyanomethyl)-3-(4-ethylpyrazol-1-yl)azetidin-1-yl]-[1,2,4]triazolo[1,5-a]pyridin-2-yl]amino]pyrazol-1-yl]acetyl-4-piperidyl]-methyl-amino]-2,2-dimethyl-propanenitrile C(#N)CC1(CN(C1)C=1C=2N(C=CC1)N=C(N2)NC=2C=NN(C2)CC(=O)N2CCC(CC2)CNCC(C#N)(C)C)N2N=CC(=C2)CC